N-methylputrescine CNCCCCN